3-(4-fluorophenyl)-1-isopropyl-5-methyl-1H-indole FC1=CC=C(C=C1)C1=CN(C2=CC=C(C=C12)C)C(C)C